4-(2-(2,6-dioxopiperidin-3-yl)-1-oxoisoindol-5-yl)piperazine O=C1NC(CCC1N1C(C2=CC=C(C=C2C1)N1CCNCC1)=O)=O